OC1=CC=C(C=C2C(N(C(S2)=NN=C2C(NC3=CC=C(C=C23)C)=O)C2=CC=C(C=C2)Br)=O)C=C1 3-(2-(5-(4-hydroxybenzylidene)-3-(4-bromophenyl)-4-oxothiazolidin-2-ylidene)hydrazono)-5-methyl-1H-indol-2-one